(1-(4-(tert-butyl)phenyl)-4-(5-nitrothiophene-2-carboxamido)-1H-pyrazolo[3,4-d]pyrimidin-6-yl)-L-proline C(C)(C)(C)C1=CC=C(C=C1)N1N=CC=2C1=NC(=NC2NC(=O)C=2SC(=CC2)[N+](=O)[O-])N2[C@@H](CCC2)C(=O)O